BrC1=C(C=CC(=C1)F)C1N=C(NC(=C1C(=O)OC)[C@@H]1CC[C@H](CC1)C(=O)OC)C=1SC=C(N1)C (trans)-Methyl 4-(2-bromo-4-fluorophenyl)-6-(4-(methoxycarbonyl)cyclohexyl)-2-(4-methylthiazol-2-yl)-1,4-dihydropyrimidine-5-carboxylate